6-isopropyl-2-methoxy-3-(3-methoxypropoxy)-10-oxo-5,10,11,11a-tetrahydro-6H-pyrido[1,2-H][1,7]Naphthyridine-9-carboxylic acid ethyl ester C(C)OC(=O)C=1C(CC2N(C(CC=3C=C(C(=NC23)OC)OCCCOC)C(C)C)C1)=O